BrCC(=O)NCC1=CC=C(C=C1)OC 2-bromo-N-[(4-methoxyphenyl)methyl]acetamide